[NH4+].C(C=C)(=O)NCCS(=O)(=O)[O-] 2-acrylamidoethanesulfonic acid ammonium salt